(1r,3s,5s)-8-((4-(difluoromethoxy)phenyl)sulfonyl)-3-(4-methylpiperidin-1-yl)-8-azabicyclo[3.2.1]octane FC(OC1=CC=C(C=C1)S(=O)(=O)N1[C@H]2CC(C[C@@H]1CC2)N2CCC(CC2)C)F